3-{3-[4-(aminomethyl)phenyl]-5-(difluoromethyl)imidazo[4,5-b]pyridin-2-yl}pyridin-2-amine NCC1=CC=C(C=C1)N1C(=NC=2C1=NC(=CC2)C(F)F)C=2C(=NC=CC2)N